CC1(CCN(CC1)C1=NC=2C(=CC(=CC2C=2N1C=NN2)C)C(C)NC2=C(C(=O)O)C=CC=C2)C 2-((1-(5-(4,4-dimethylpiperidin-1-yl)-9-methyl-[1,2,4]triazolo[4,3-c]quinazolin-7-yl)ethyl)amino)benzoic acid